(R)-7-chloro-N-(1-(3-(difluoro(1-isopropylpiperidin-4-yl)methyl)-2-fluorophenyl)ethyl)-6-(1-isopropylpiperidin-4-yl)-2-methylpyrido[2,3-d]pyrimidin-4-amine ClC=1C(=CC2=C(N=C(N=C2N[C@H](C)C2=C(C(=CC=C2)C(C2CCN(CC2)C(C)C)(F)F)F)C)N1)C1CCN(CC1)C(C)C